phenylpropionyl-aspartic acid ethyl-phenyl-2,4,6-trimethylbenzoylphosphinate C(C)C=1C(=C(C(=O)P(O)(=O)C2=CC=CC=C2)C(=CC1C)C)C.C1(=CC=CC=C1)CCC(=O)N[C@@H](CC(=O)O)C(=O)O